valerolactone methacrylate C(C(=C)C)(=O)O.C1(CCCCO1)=O